4-amino-5-(ethylsulfonyl)-2-methoxybenzoic acid methyl ester COC(C1=C(C=C(C(=C1)S(=O)(=O)CC)N)OC)=O